N-(4-bromo-2,6-difluoro-phenyl)-2-(2-bromo-imidazol-1-yl)-propionamide BrC1=CC(=C(C(=C1)F)NC(C(C)N1C(=NC=C1)Br)=O)F